OC[C@H](C1=CC=CC=C1)NC1=CC(=NC=C1C=1OC=NN1)NC1=CC=C2C(N(N(C2=C1)C(C)C)C)=O (S)-6-((4-((2-hydroxy-1-phenylethyl)amino)-5-(1,3,4-oxadiazol-2-yl)pyridin-2-yl)amino)-1-isopropyl-2-methyl-1,2-dihydro-3H-indazol-3-one